4-(2-(4-(3,4-dicarboxyphenoxy)phenyl)propan-2-yl)phthalic acid C(=O)(O)C=1C=C(OC2=CC=C(C=C2)C(C)(C)C=2C=C(C(C(=O)O)=CC2)C(=O)O)C=CC1C(=O)O